5-(4-(6-(((1R,3s,5S)-8-azabicyclo[3.2.1]octan-3-yl)(methyl)amino)pyridazin-3-yl)-3-hydroxyphenyl)-1-methylpyridin [C@H]12CC(C[C@H](CC1)N2)N(C2=CC=C(N=N2)C2=C(C=C(C=C2)C=2C=CCN(C2)C)O)C